ClC=1C=CC=2N(C(N=C(C2N1)N1C[C@@H](N(CC1C)C(=O)[O-])CC)=O)CC1=CC=C(C=C1)OC (S)-4-(6-chloro-1-(4-methoxybenzyl)-2-oxo-1,2-dihydropyrido[3,2-d]pyrimidin-4-yl)-2-ethyl-5-methylpiperazine-1-carboxylate